di(n-propyl)fluorene C(CC)C1=C(C=2CC3=CC=CC=C3C2C=C1)CCC